ClC1=CC=C(C=C1)NC(N(CCN1CCOCC1)C1=C(C=C(C(=O)NC2=NOC(=C2)C)C=C1)C)=O 4-[3-(4-chlorophenyl)-1-(2-morpholinylethyl)ureido]-3-methyl-N-(5-methylisoxazol-3-yl)benzamide